6-(6-chloro-2-methylbenzo[d]oxazol-5-yl)-N-(4-(4-ethylpiperazin-1-yl)phenyl)[1,2,4]triazolo[4',3':1,6]pyrido[2,3-d]pyrimidin-2-amine ClC1=CC2=C(N=C(O2)C)C=C1C1=CC2=C(N=C(N=C2)NC2=CC=C(C=C2)N2CCN(CC2)CC)N2C1=NN=C2